6-methyl-5,8-dioxo-5,6,7,8-tetrahydrobenzo[b][1,4]dioxin-6-sulfonic acid magnesium [Mg].CC1(C(C2=C(OC=CO2)C(C1)=O)=O)S(=O)(=O)O